methyl 4-ethoxypentanoate C(C)OC(CCC(=O)OC)C